N-(2-(4-((2S,5R)-4-cyclopropyl-2,5-dimethylpiperazine-1-yl)piperidine-1-yl)-5-((6-((R)-3-(3,5-difluorophenyl)-isoxazolidine-2-yl)pyrimidine-4-yl)amino)-4-methoxyphenyl)acrylamide C1(CC1)N1C[C@@H](N(C[C@H]1C)C1CCN(CC1)C1=C(C=C(C(=C1)OC)NC1=NC=NC(=C1)N1OCC[C@@H]1C1=CC(=CC(=C1)F)F)NC(C=C)=O)C